ClC1=C(C=CC=C1Cl)C1=NNC2=NC(=CN=C21)N2CC1C(C1CC2)CN [3-[3-(2,3-dichlorophenyl)-1H-pyrazolo[3,4-b]pyrazin-6-yl]-3-azabicyclo[4.1.0]heptan-7-yl]methanamine